ClC1=NC(=NC=N1)N1CCN(CC1)C(=O)OC(C)(C)C tert-butyl 4-(4-chloro-1,3,5-triazin-2-yl)piperazine-1-carboxylate